C(C1=CC=CC=C1)(=O)OC1=NC=C(C=C1CO)OC(C1=CC=CC=C1)=O 6-(hydroxymethylpyridine-2,5-diyl) dibenzoate